1,4-bis(methyl-mercapto)benzene CSC1=CC=C(C=C1)SC